1-(4-phenylmercaptophenyl)butane-1,2-dione-2-oxime C1(=CC=CC=C1)SC1=CC=C(C=C1)C(C(CC)=NO)=O